Br[Si]1(C[Si](C1)(CCC)Br)CCC 1,3-dibromo-1,3-dipropyl-1,3-disilacyclobutane